2-oxocyclopentane methyl-formate COC=O.O=C1CCCC1